1,5-diphenylcarboxy-3-thiocarbazone C1(=CC=CC=C1)N(NC(=S)N=NC1=CC=CC=C1)C(=O)O